4-((S)-2-((S)-2-(3-(2,5-dioxo-2,5-dihydro-1H-pyrrol-1-yl)propanamido)-3-methylbutanamido)propanamido)benzyl (2-aminoethyl)carbamate NCCNC(OCC1=CC=C(C=C1)NC([C@H](C)NC([C@H](C(C)C)NC(CCN1C(C=CC1=O)=O)=O)=O)=O)=O